[Cu].FC(F)(F)C1=NC2=C3N=CC=CC3=CC=C2C=C1 trifluoromethyl-(1,10-phenanthroline) copper